4-Amino-7-(1'-fluoromethyl-2',3',5'-trihydroxy-β-D-ribofuranosyl)pyrrolo[2,1-f][1,2,4]triazine NC1=NC=NN2C1=CC=C2[C@@]2(C(O)(C(O)([C@H](O2)C(O)O)O)O)CF